5-benzyl-3-(2-(difluoromethyl)pyridin-4-yl)-2-(4-fluorophenyl)-4,5,6,7-tetrahydropyrazolo[1,5-a]pyrazine C(C1=CC=CC=C1)N1CC=2N(CC1)N=C(C2C2=CC(=NC=C2)C(F)F)C2=CC=C(C=C2)F